BrC=1C(=C(OC2CCC(CC2)CC=O)C=CC1)C 2-((1s,4s)-4-(3-bromo-2-methylphenoxy)cyclohexyl)acetaldehyde